(4,4-difluoropiperidin-1-yl)(1-(6-(2-methyl-1H-imidazol-4-yl)pyridin-3-yl)-1H-pyrrolo[2,3-b]pyridin-5-yl)methanone FC1(CCN(CC1)C(=O)C=1C=C2C(=NC1)N(C=C2)C=2C=NC(=CC2)C=2N=C(NC2)C)F